C(C)NC1=NC(C(=C2N1C=CC(=C2)C(F)(F)F)C2=C(C(=CC=C2)OC)F)=O 1-(ethylamino)-4-(2-fluoro-3-methoxyphenyl)-6-(Trifluoromethyl)-3H-pyrido[1,2-c]pyrimidin-3-one